BrC=1C(=NC(=NC1)NC1=C(C=C(C(=C1)[N+](=O)[O-])F)OC)C1=CNC2=CC=CC=C12 5-bromo-N-(4-fluoro-2-methoxy-5-nitrophenyl)-4-(1H-indol-3-yl)pyrimidin-2-amine